O1N=C(C2=C1C=CC=C2)C2CCN(CC2)CCN2C(C1=C(CC2)NN=C1)=O 5-{2-[4-(1,2-Benzisoxazol-3-yl)piperidin-1-yl]ethyl}-1,5,6,7-tetrahydro-4H-pyrazolo[4,3-c]pyridin-4-one